Benzyl ((S)-1-Oxo-3-phenyl-1-(((S,E)-5-phenyl-1-(4-(trifluoromethyl)pyridin-2-yl)pent-1-en-3-yl)amino)propan-2-yl)-carbamate O=C([C@H](CC1=CC=CC=C1)NC(OCC1=CC=CC=C1)=O)N[C@H](/C=C/C1=NC=CC(=C1)C(F)(F)F)CCC1=CC=CC=C1